C(C)C(CNC)CCCC (2-ethylhexyl)methylamine